C(C)C1(CCNCC1)C=1OC2=C(N1)C=CC=C2 2-(4-ethylpiperidin-4-yl)-1,3-benzoxazole